C(=O)[O-].C[N+](CCO)(C)C Trimethylhydroxyethylammonium formate